2-(2-chlorobenzyl)-8-methyl-N-[(2R*)-tetrahydrofuran-2-ylmethyl]-4,5-dihydro-2H-furo[2,3-g]indazole-7-carboxamide ClC1=C(CN2N=C3C4=C(CCC3=C2)OC(=C4C)C(=O)NC[C@@H]4OCCC4)C=CC=C1 |o1:21|